6-[(5-chloropyrazol-1-yl)methyl]-2-(3,4-dichlorophenyl)-1-ethyl-4-oxo-pyridine-3-carboxylic acid ClC1=CC=NN1CC1=CC(C(=C(N1CC)C1=CC(=C(C=C1)Cl)Cl)C(=O)O)=O